ClC=1C=CC(=C(C(=O)N[C@@H](CCC(C)(F)F)C(C(=O)N)=O)C1)NC(CCC(F)(F)F)=O 5-chloro-N-[(1S)-4,4-difluoro-1-oxamoyl-pentyl]-2-(4,4,4-trifluorobutanoylamino)benzamide